Methylenpropan C=CCC